[Li+].CN1CCC(CC1)C=1SC2=C(N1)C=CC(=C2)C(=O)[O-] 2-(1-methylpiperidin-4-yl)benzo[d]thiazole-6-carboxylic acid lithium salt